(R)-5-((dimethylamino)methyl)-1-((4-hydroxy-1-(3-phenylbutyryl)piperidin-4-yl)methyl)-4-phenylpyridin-2(1H)-one CN(C)CC=1C(=CC(N(C1)CC1(CCN(CC1)C(C[C@@H](C)C1=CC=CC=C1)=O)O)=O)C1=CC=CC=C1